CN1CCC(CC1)COC1=C(C=C(C=C1)S(=O)(=O)NC(C1=C(C=CC=C1)OC=1C=C2C(=NC1)NC=C2)=O)[N+](=O)[O-] N-({4-[(1-methylpiperidin-4-yl)methoxy]-3-nitrophenyl}sulfonyl)-2-(1H-pyrrolo[2,3-b]pyridin-5-yloxy)benzamide